C(C)OC(=O)C1CC(C1)N1CCSCC1 3-(thiomorpholin-4-yl)cyclobutane-1-carboxylic acid ethyl ester